[O-]S(=O)(=O)C(F)(F)F.C(CCCCCCCCCC)[NH+]1CCC(CC1)CCC 1-undecyl-4-propylpiperidineium triflate